C1(CCC1)C1=CC(=C(N1C1=CC=C(C#N)C=C1)C)C(CN1C2[C@@H](CC1CC2)O)=O (+-)-4-(5-cyclobutyl-3-(2-((2R)-2-hydroxy-7-azabicyclo[2.2.1]heptan-7-yl)acetyl)-2-methyl-1H-pyrrol-1-yl)benzonitrile